4-[8-(4-fluoro-phenyl)-3-hydroxy-quinolin-2-yl]-4-oxo-butyric acid ethyl ester C(C)OC(CCC(=O)C1=NC2=C(C=CC=C2C=C1O)C1=CC=C(C=C1)F)=O